4-(3-fluorophenyl)cyclohexanol FC=1C=C(C=CC1)C1CCC(CC1)O